C(C1=CC=CC=C1)OC(=O)NC[C@@H](C(=O)NCCO)NC(OC(C)(C)C)=O tert-butyl N-[(1S)-1-(benzyloxycarbonylaminomethyl)-2-(2-hydroxyethylamino)-2-oxo-ethyl]carbamate